(8-{[2-(4-Isopropylphenyl)imidazo[1,2-a]pyridin-3-yl]methyl}-3,8-diazabicyclo[3.2.1]oct-3-yl)(6-methoxy-3-methylpyridin-2-yl)methanone C(C)(C)C1=CC=C(C=C1)C=1N=C2N(C=CC=C2)C1CN1C2CN(CC1CC2)C(=O)C2=NC(=CC=C2C)OC